(2R,4aS,4bS,6aS,7R,7aS,8aR,8bS,8cR,10aR)-7-((2S,3R)-3-hydroxybutan-2-yl)-4a,6a-dimethyl-2-(trifluoromethyl)octadecahydrocyclopropa[4,5]cyclopenta[1,2-a]phenanthren-2-ol O[C@@H]([C@@H](C)[C@H]1[C@@H]2[C@H]([C@@H]3[C@@]1(CC[C@@H]1[C@]4(CC[C@](C[C@H]4CC[C@@H]31)(O)C(F)(F)F)C)C)C2)C